CC1=CC2=C(N=C(N=C2)NC2=CC=C(C=C2)N2CCC(CC2)N2CCN(CC2)C)N1C1=CC=CC(=N1)N=[SH2]=O (6-(6-methyl-2-((4-(4-(4-methylpiperazin-1-yl)piperidin-1-yl)phenyl)-amino)-7H-pyrrolo[2,3-d]pyrimidin-7-yl)pyridin-2-yl)imino-λ6-sulfanone